COC=1C=C(C=CC1OC)C=1C=CC=2N(C(C=C(N2)C=2CCN(CC2)C)=O)C1 7-(3,4-dimethoxyphenyl)-2-(1-methyl-1,2,3,6-tetrahydropyridin-4-yl)-4H-pyrido[1,2-a]pyrimidin-4-one